C12CN(CC2CC1)C1=NC2=C(C=C(C=C2C(N1C)=O)C)C(C)NC1=C(C(=O)O)C=CC=C1 2-[1-[2-(3-azabicyclo[3.2.0]heptan-3-yl)-3,6-dimethyl-4-oxoquinazolin-8-yl]ethyl-amino]benzoic acid